N-(furan-2-ylmethyl)-N,3,5-trimethyl-1-((6-methylimidazo[1,2-a]pyridin-2-yl)methyl)-1H-pyrazole-4-sulfonamide O1C(=CC=C1)CN(S(=O)(=O)C=1C(=NN(C1C)CC=1N=C2N(C=C(C=C2)C)C1)C)C